(Z)-1-(3-(3-(3,5-bis(trifluoromethyl)phenyl)-1H-1,2,4-triazol-1-yl)acryloyl)-2-methylpyrazolidin-3-one FC(C=1C=C(C=C(C1)C(F)(F)F)C1=NN(C=N1)\C=C/C(=O)N1N(C(CC1)=O)C)(F)F